2-Methylpenta-methylendiisocyanat CC(CN=C=O)CCCN=C=O